N-(2-methoxyethyl)-N-[1-(2-pyrimidin-2-yl-1,2,4-triazol-3-yl)ethyl]-5,7-bis(trifluoromethyl)-1,2-benzoxazol-3-amine COCCN(C1=NOC2=C1C=C(C=C2C(F)(F)F)C(F)(F)F)C(C)C=2N(N=CN2)C2=NC=CC=N2